C(C)OP(OCC)(=O)CSC1=C(C=CC=C1)Cl (2-Chlorophenylthio)methyl-phosphonic acid diethyl ester